C1(=CC=CC=C1)C(C=C[Ru](Cl)Cl)C1=CC=CC=C1 3,3-diphenylpropenyl-ruthenium dichloride